N-(5,8,11,14-eicosatetraenoyl)glutamic acid C(CCCC=CCC=CCC=CCC=CCCCCC)(=O)N[C@@H](CCC(=O)O)C(=O)O